2-(4-(5-chloro-2-(1H-tetrazol-1-yl)phenyl)-5-methoxyl-2-oxopyridin-1(2H)-yl)-3-phenylpropanoate ClC=1C=CC(=C(C1)C1=CC(N(C=C1OC)C(C(=O)[O-])CC1=CC=CC=C1)=O)N1N=NN=C1